1-tert-butoxycarbonyl-3-methyl-pyrrolidine-3-carboxylic acid C(C)(C)(C)OC(=O)N1CC(CC1)(C(=O)O)C